5-(1,5-Naphthyridin-2-yl)-N-(cis-4-(trifluoromethoxy)cyclohexyl)pyrrolo[2,1-f][1,2,4]triazin-2-amine N1=C(C=CC2=NC=CC=C12)C=1C=CN2N=C(N=CC21)N[C@@H]2CC[C@@H](CC2)OC(F)(F)F